CC(CO)CCCO 2-methyl-pentane-1,5-diol